2-cyclopentylcarboxylate C1C(CCC1)C(=O)[O-]